C(C1=CC=CC=C1)[C@@H]1OC(C(N1)CCC(=O)N(C)C)=O benzyl-(S)-4-(3-(dimethylamino)-3-oxopropyl)-5-oxooxazolidine